2-(6-Ethoxypyridin-3-yl)-N-[(3S)-9-fluoro-2-oxo-5-phenyl-1,3-dihydro-1,4-benzodiazepin-3-yl]pyrazolo[1,5-a]pyrimidine-3-carboxamide C(C)OC1=CC=C(C=N1)C1=NN2C(N=CC=C2)=C1C(=O)N[C@@H]1C(NC2=C(C(=N1)C1=CC=CC=C1)C=CC=C2F)=O